(S)-4-(3-(5-(trifluoromethyl)pyridin-2-yloxy)pyrrolidin-1-yl)biphenyl-3-carbaldehyde FC(C=1C=CC(=NC1)O[C@@H]1CN(CC1)C1=C(C=C(C=C1)C1=CC=CC=C1)C=O)(F)F